FC=1C=C2C(C(=C(OC2=C(C1)C(C)NC1=C(C(=O)O)C=CC=C1)C1=CC2=CN(N=C2C=C1)C)C)=O 2-[1-[6-Fluoro-3-methyl-2-(2-methylindazol-5-yl)-4-oxo-chromen-8-yl]ethylamino]benzoic acid